C(C)OC(=O)C1=C(C2=C(CCC=3C=NNC23)O1)C.CC1=C(OC=2CCC3=CN(N=C3C21)CC2=NC=CC=C2)C(=O)OCC ethyl 8-methyl-2-[(pyridin-2-yl)methyl]-4,5-dihydro-2H-furo[2,3-g]indazole-7-carboxylate Ethyl-8-methyl-4,5-dihydro-1H-furo[2,3-g]indazole-7-carboxylate